(1S,3S,4R)-3-acetamido-N-((S)-(2,3-dichloro-6-fluorophenyl)(4-fluorobicyclo[2.2.1]heptan-1-yl)methyl)-4-((2,2,2-trifluoroethyl)amino)cyclopentane-1-carboxamide C(C)(=O)N[C@H]1C[C@H](C[C@H]1NCC(F)(F)F)C(=O)N[C@@H](C12CCC(CC1)(C2)F)C2=C(C(=CC=C2F)Cl)Cl